FC=1C=2C=3C=C4C(NN=C4C4=CC=C5CCN(CCN6CC(OC2C=CC1)C6)CC5=C4)=CN3 10-fluoro-15-oxa-3,4,18,21,31-pentaazaheptacyclo[19.5.3.25,8.116,18.02,6.09,14.024,28]dotriaconta-1(26),2,5(32),6,8(31),9(14),10,12,24,27-decaene